BrC1=C(C2=NC(=C(C=C2N1C(=O)[O-])F)C1CCN(CC1)C(=O)OC(C)(C)C)C(C)C 2-bromo-5-(1-(tert-butoxycarbonyl) piperidin-4-yl)-6-fluoro-3-isopropyl-1H-pyrrolo[3,2-b]pyridine-1-carboxylate